NC1=NNC2=C1C(=NC=C2C2=NN1C(CN(CC1)CC1=CC=CC=C1)=C2)C2=CC=C(CNC(C1=C(C=CC(=C1)F)OC)=O)C=C2 N-(4-(3-amino-7-(5-benzyl-4,5,6,7-tetrahydropyrazolo[1,5-a]pyrazine-2-yl)-1H-pyrazolo[4,3-c]pyridin-4-yl)benzyl)-5-fluoro-2-methoxybenzamide